[I-].C(CCCCCCCCCCCCCCCCC)[N+](CC1=CC=CC=C1)(C)C Octadecyldimethylbenzyl-ammonium iodide